4-[(1S)-1-[[4-[(3R)-3-[3-(Trifluoromethoxy)phenoxy]pyrrolidin-1-yl]tetrahydropyran-4-carbonyl]amino]ethyl]benzoic acid, hydrochloride Cl.FC(OC=1C=C(O[C@H]2CN(CC2)C2(CCOCC2)C(=O)N[C@@H](C)C2=CC=C(C(=O)O)C=C2)C=CC1)(F)F